5-(4-(tert-butyl)-2-(4-fluoro-2-methoxyphenoxy)benzoylamino)benzoic acid C(C)(C)(C)C1=CC(=C(C(=O)NC=2C=CC=C(C(=O)O)C2)C=C1)OC1=C(C=C(C=C1)F)OC